6-chloro-N-(2,8-dimethylimidazo[1,2-a]pyrazin-6-yl)-2-methoxynicotinamide ClC1=NC(=C(C(=O)NC=2N=C(C=3N(C2)C=C(N3)C)C)C=C1)OC